CN1CCC(CC1)N1C=NC2=C(C1=O)N=CS2 6-(1-methylPiperidin-4-yl)thiazolo[5,4-d]Pyrimidin-7(6H)-one